FC=1C=C2C=CC(=NC2=CC1)C1=CC(=NN1C1=CC=CC=C1)C1=CC=C(C=C1)F 6-Fluoro-2-[3-(4-fluorophenyl)-1-phenyl-1H-pyrazol-5-yl]quinoline